CN1C(C2=C(CC1)NC(=C2C2=CC=CC=C2)C2=CC(=NC=C2)NC([C@H](C)C2=CC=NC=C2)=O)=O |r| (2RS)-N-[4-(5-Methyl-4-oxo-3-phenyl-4,5,6,7-tetrahydro-1H-pyrrolo[3,2-c]pyridin-2-yl)pyridin-2-yl]-2-(pyridin-4-yl)propanamid